NCC(CC=C)=C1CN(C1)C1=NC(=NC=2NC3=C(C=C(C=C3C21)F)NC)OC=2C=NC(=NC2)C 4-(3-(1-amino-4-penten-2-ylidene)azetidin-1-yl)-6-fluoro-N-methyl-2-((2-methylpyrimidin-5-yl)oxy)-9H-pyrimido[4,5-b]indol-8-amine